tert-butyl 2-(2-((tert-butoxycarbonyl)(methyl)amino)ethoxy)-6-chloro-3',6'-dihydro-[3,4'-bipyridine]-1'(2'H)-carboxylate C(C)(C)(C)OC(=O)N(CCOC1=NC(=CC=C1C=1CCN(CC1)C(=O)OC(C)(C)C)Cl)C